CC1=NC(=NC=C1NC1=CC=C(CN2CC(CC2=O)C(=O)N)C=C1)N1CCC(CC1)C(F)(F)F (4-((4-methyl-2-(4-(trifluoromethyl)piperidin-1-yl)pyrimidin-5-yl)amino)benzyl)-5-oxopyrrolidine-3-carboxamide